C1=CC=C2C(=C(C3=CC=CC4=C(C(=C1C2=C34)S(=O)(=O)O)S(=O)(=O)O)S(=O)(=O)O)S(=O)(=O)O pyrene-4,5,9,10-tetrasulfonic acid